BrC=1C=C2C(=NC1)C(=NN2)I 6-Bromo-3-iodo-1H-pyrazolo[4,3-b]pyridine